C(C)[N+](CCCCS(=O)(=O)O)(CC)CC N,N,N-triethyl-4-sulfobutan-1-aminium